NC1=CC(=C(C=C1)N1CCC(CC1)(O)CC(=O)OC(C)(C)C)F tert-butyl 2-[1-(4-amino-2-fluoro-phenyl)-4-hydroxy-4-piperidyl]acetate